FC=1C(C(=CN2[C@@H](CC=3C=C(C(=NC3C21)OC)OCCCOC)C(C)C)C(=O)O)=O (S)-11-fluoro-6-isopropyl-2-methoxy-3-(3-methoxypropoxy)-10-oxo-5,10-dihydro-6H-pyrido[1,2-h][1,7]naphthyridine-9-carboxylic acid